CN(CC=CC(=O)NC1=CC=C(C=C1)C1CCN(CC1)C(=O)N([C@@H]1CNCCC1)C=1N=CC=C2C1N(C=C2)C)C (S)-4-(4-(4-(dimethylamino)but-2-enamido)phenyl)-N-(1-methyl-1H-pyrrolo[2,3-c]pyridin-7-yl)-N-(piperidin-3-yl)piperidine-1-carboxamide